2-(5-(benzyloxy)-1-methyl-1H-pyrazol-4-yl)-5-fluoropyrimidin-4-amine C(C1=CC=CC=C1)OC1=C(C=NN1C)C1=NC=C(C(=N1)N)F